N-(5-CHLORO-6-(2H-1,2,3-TRIAZOL-2-YL)PYRIDIN-3-YL)-4-IODO-3-PHENYLISOTHIAZOLE-5-CARBOXAMIDE ClC=1C=C(C=NC1N1N=CC=N1)NC(=O)C1=C(C(=NS1)C1=CC=CC=C1)I